nicotinic acid methyl ester hydrochloride Cl.COC(C1=CN=CC=C1)=O